C(#N)C=1C(=CC=NC1)NCC(C)(SC)C 5-cyano-4-((2-methyl-2-(methylthio)propyl)amino)pyridin